OC1=C(C=C(C=C1)\C=N\N1C(=NN=C1CCCCS(=O)(=O)O)CC)OC (E)-4-(4-hydroxy-3-methoxyphenylmethyleneamino)-3-ethyl-4H-1,2,4-triazole-5-butanesulfonic acid